C(C)C=1C=NC(=NC1)N1C[C@H](CC1)COC1=C(C=CC=C1F)C1=CC=CC2=C1S(CO2)=O 4-(((S)-1-(5-Ethylpyrimidin-2-yl)pyrrolidin-3-yl)methoxy-3-fluorophenyl)-2H-benzo[d][1,3]oxathiol-3-oxid